CC1=NC(=NC(=C1)N1[C@H](CCCCC1)C1=C(C=CC=C1)SC)N |r| (±)-4-Methyl-6-(2-(2-(methylthio)phenyl)azepan-1-yl)pyrimidin-2-amine